2-(3-(3,4-dihydroisoquinolin-2(1H)-yl)-2-hydroxypropyl)-7-(2,5-dimethyl-1H-pyrrol-1-yl)-5-methyl-3,4-dihydroisoquinolin-1(2H)-one C1N(CCC2=CC=CC=C12)CC(CN1C(C2=CC(=CC(=C2CC1)C)N1C(=CC=C1C)C)=O)O